COC(CC1=CC=C(C=C1)N1C2CN(C(C1)CC2)C(=O)OC(C)(C)C)=O tert-butyl 5-[4-(2-methoxy-2-oxoethyl)phenyl]-2,5-diazabicyclo[2.2.2]octane-2-carboxylate